ClCC=1C=C(C=2C3=C(C(NC2C1)=O)CCC3)F 7-(chloromethyl)-9-fluoro-1,2,3,5-tetrahydro-4H-cyclopenta[c]quinolin-4-one